C(C)(C)(C)OC(=O)N[C@H](C(=O)O)CCC1=CC=CC=C1 (S)-2-((tert-butoxycarbonyl)amino)-4-phenylbutanoic acid